4-oxo-6-(trimethylsilyl)hex-5-ynoic acid methyl ester COC(CCC(C#C[Si](C)(C)C)=O)=O